[Na+].NC1=NC=NN2C1=C(C=C2C=2C=NC=C(C(=O)[O-])C2)C(F)(F)F 5-(4-amino-5-(trifluoromethyl)pyrrolo[2,1-f][1,2,4]triazin-7-yl)nicotinic acid, sodium salt